1-(2-chlorophenyl)-4-(pyridin-4-yl-amino)-7-(trifluoromethyl)pyrido[2,3-d]-pyrimidin-2(1H)-one ClC1=C(C=CC=C1)N1C(N=C(C2=C1N=C(C=C2)C(F)(F)F)NC2=CC=NC=C2)=O